2-(5-(methyl(2,2,6,6-tetramethylpiperidin-4-yl)amino)-1,3,4-thiadiazol-2-yl)benzo[b]thiophene-5-carbonitrile CN(C1=NN=C(S1)C1=CC2=C(S1)C=CC(=C2)C#N)C2CC(NC(C2)(C)C)(C)C